tert-butyl (3-(4-(quinoxalin-2-yl)-1H-pyrazol-1-yl)cyclobutyl)carbamate N1=C(C=NC2=CC=CC=C12)C=1C=NN(C1)C1CC(C1)NC(OC(C)(C)C)=O